p-bromophenylacetylene BrC1=CC=C(C=C1)C#C